OC1(C(C=CC=C1)C(C(=O)C1=CC=C(C=C1)OCCO)C)C 2-hydroxy-4'-(2-hydroxyethoxy)-2-methyl-phenylpropiophenone